methyl 2-(2-(3-(1-methyl-5-phenyl-1H-pyrazole-3-carboxamido)-4-(piperidin-1-yl)benzamido)phenyl)acetate CN1N=C(C=C1C1=CC=CC=C1)C(=O)NC=1C=C(C(=O)NC2=C(C=CC=C2)CC(=O)OC)C=CC1N1CCCCC1